(1S,1'S)-2,2',3,3'-tetrahydro-1H,1'H-[4,4'-biindene] C1CCC=2C(=CC=CC12)C=1C=2CCCC2C=CC1